cis-N1-methyl-N3-(5-(quinoxalin-6-yl)pyrrolo[2,1-f][1,2,4]triazin-2-yl)cyclobutane-1,3-diamine CN[C@@H]1C[C@@H](C1)NC1=NN2C(C=N1)=C(C=C2)C=2C=C1N=CC=NC1=CC2